N-(3-amino-2-(1-hydroxy-1,3-dihydrobenzo[c][1,2]oxaborole-6-carboxamido)-3-oxopropyl)-N-benzyl-1-hydroxy-1,3-dihydrobenzo[c][1,2]oxaborole-6-carboxamide NC(C(CN(C(=O)C=1C=CC2=C(B(OC2)O)C1)CC1=CC=CC=C1)NC(=O)C=1C=CC2=C(B(OC2)O)C1)=O